FC1=C(CC2=NC3=C(N2C[C@H]2OCC2)C=C(C=C3)C(=O)O)C=C(C(=C1)C1=NC(=CC=C1)OCC=1SC(=CN1)C#CC1(CC1)C)F (S)-2-(2,5-difluoro-4-(6-((5-((1-methylcyclopropyl)ethynyl)thiazol-2-yl)methoxy)pyridin-2-yl)benzyl)-1-(oxetan-2-ylmethyl)-1H-benzo[d]imidazole-6-carboxylic acid